2-(6-ethylpyridin-3-yl)-8-methoxy-2,3-dihydrobenzo[b][1,4]dioxin C(C)C1=CC=C(C=N1)C1COC2=C(O1)C(=CC=C2)OC